BrC1=C(C(=O)N(C(OC(C)(C)C)=O)CC(=C)C)C=C(C(=C1)[N+](=O)[O-])F tert-butyl N-(2-bromo-5-fluoro-4-nitro-benzoyl)-N-(2-methylallyl)carbamate